2-(5-Fluoro-6-(4-(4-methyl-piperazin-1-yl)phenyl)-4-oxoquinazolin-3(4H)-yl)-2-(2-fluorophenyl)acetic acid FC1=C2C(N(C=NC2=CC=C1C1=CC=C(C=C1)N1CCN(CC1)C)C(C(=O)O)C1=C(C=CC=C1)F)=O